3-[[5-[5-(difluoromethyl)-1,3,4-oxadiazol-2-yl]-2-pyridyl]methyl]-5-[4-(piperazin-1-ylmethyl)phenyl]-1,3,4-oxadiazol-2-thione FC(C1=NN=C(O1)C=1C=CC(=NC1)CN1C(OC(=N1)C1=CC=C(C=C1)CN1CCNCC1)=S)F